5-chloro-2-methylsulfonyl-pyrimidine ClC=1C=NC(=NC1)S(=O)(=O)C